7-(3-(bis(4-methoxybenzyl)amino)-7-fluoro-8-((triisopropylsilyl)ethynyl)isoquinoline-1-yl)-6,8-difluoro-2-(((2R,7aS)-2-fluorotetrahydro-1H-pyrrolizine-7a(5H)-yl)methoxy)quinazoline COC1=CC=C(CN(C=2N=C(C3=C(C(=CC=C3C2)F)C#C[Si](C(C)C)(C(C)C)C(C)C)C2=C(C=C3C=NC(=NC3=C2F)OC[C@]23CCCN3C[C@@H](C2)F)F)CC2=CC=C(C=C2)OC)C=C1